C(C=1C(O)=CC=CC1)N1C(C=2C(C1=O)=C(C=CC2)NC2=CC=CC=C2)=O N-salicylanilinophthalimide